COC=1C=C(C=CC1)C1=C2NC(=C1)C=C1C=CC(=N1)C=C1C=CC(N1)=CC=1C=CC(N1)=C2 (3-methoxyphenyl)-porphine